ClC1=CC=C(C2=C1C(SN2)F)[N+](=O)[O-] 4-chloro-3-fluoro-7-nitro-1,3-dihydro-2,1-benzothiazole